O1C=C(C2=C1C=CC=C2)C=2N=C(SC2)C(CCC(=O)O)=O 4-(4-(benzofuran-3-yl)thiazol-2-yl)-4-oxobutanoic acid